(2R,11aR)-7-chloro-2-hydroxy-6-isopropoxy-8-methyl-2,3,11,11a-tetrahydro-1H,5H-benzo[f]pyrrolo[2,1-c][1,4]oxazepine-5-one ClC=1C(=CC2=C(C(N3[C@@H](CO2)C[C@H](C3)O)=O)C1OC(C)C)C